6-Amino-3-bromo-2-fluorobenzoic acid NC1=CC=C(C(=C1C(=O)O)F)Br